4,5-dibromo-3,3-dimethyl-valeryl chloride BrC(C(CC(=O)Cl)(C)C)CBr